CC1=C(C=NC=C1N1CCOCC1)NC1=C(C(NC=C1)=O)C(=O)NC1=CC=C(C=C1)N1CCN(CC1)C 4-((4-Methyl-5-morpholinopyridin-3-yl)amino)-N-(4-(4-methylpiperazin-1-yl)phenyl)-2-oxo-1,2-dihydropyridine-3-carboxamide